S1C(=NC2=C1C=CC=C2)NC2=C(C=C(N=N2)N(C=2SC=C(N2)C(=O)OCC)CCN2CCOCC2)C ethyl 2-({6-[(1,3-benzothiazol-2-yl)amino]-5-methylpyridazin-3-yl}[2-(morpholin-4-yl)ethyl]amino)-1,3-thiazole-4-carboxylate